S12SS3CC(CC(C1)C3)C2 trithiaadamantane